ClC=1C(=NC=CC1OC)N1N=CC(=C1C(F)(F)F)C(=O)NC=1C=NC(=C(C1)C#N)N1N=CC=N1 1-(3-chloro-4-methoxypyridin-2-yl)-N-(5-cyano-6-(2H-1,2,3-triazol-2-yl)pyridin-3-Yl)-5-(trifluoromethyl)-1H-pyrazole-4-carboxamide